O=C1NC(CCC1N1C(C2=CC=C(C=C2C1=O)N1CC(CC1)CN1CCN(CC1)C1=C(C=C(C=C1)NC1=NC(=NC=C1C(=O)N)N1CCCCC1)F)=O)=O 4-((4-(4-((1-(2-(2,6-dioxopiperidin-3-yl)-1,3-dioxoisoindolin-5-yl)pyrrolidin-3-yl)methyl)piperazin-1-yl)-3-fluorophenyl)amino)-2-(piperidin-1-yl)pyrimidine-5-carboxamide